ClC1=NC=C(C(=C1)C1=C(C=NC(=C1)C)C(=O)NC=1SC2=C(N1)CN(C2)C(=O)C2=NC=C(C=N2)OC)OC 2'-chloro-5'-methoxy-N-(5-(5-methoxypyrimidine-2-carbonyl)-5,6-dihydro-4H-pyrrolo[3,4-d]thiazol-2-yl)-6-methyl-[4,4'-bipyridine]-3-carboxamide